6-chloro-4,5-difluoro-1-(p-tolylsulfonyl)pyrrolo[2,3-b]pyridine ClC1=C(C(=C2C(=N1)N(C=C2)S(=O)(=O)C2=CC=C(C=C2)C)F)F